ClC=1C=C2C=C(N(C2=CC1)C)C(=O)N1CCC(CC1)C(=O)C=1OC(=NN1)C=1OC=CC1 (5-Chloro-1-methyl-1H-indol-2-yl)(4-(5-(furan-2-yl)-1,3,4-oxadiazole-2-carbonyl)piperidin-1-yl)methanone